BrC=1C=C(C=C(C1)C(C)(C)C)NC1=C(C=C(C=C1C1=CC(=CC=C1)C1=CC=CC=C1)C(C)(C)C)C=1C=C(C=CC1)C1=CC=CC=C1 N-(3-bromo-5-(tert-butyl)phenyl)-5''-(tert-butyl)-[1,1':3',1'':3'',1''':3''',1''''-quinquephenyl]-2''-amine